(S,E)-methyl 7-(1-(2-(2-adamantylamino)-2-oxoethyl)-2-oxo-1,2-dihydropyridin-3-ylamino)-6-(4-methyl-2-(trifluoromethyl)thiazole-5-carboxamido)-7-oxohept-2-enoate C12C(C3CC(CC(C1)C3)C2)NC(CN2C(C(=CC=C2)NC([C@H](CC/C=C/C(=O)OC)NC(=O)C2=C(N=C(S2)C(F)(F)F)C)=O)=O)=O